3-(5-(((1S,2S)-2-(3-methoxyazetidin-1-yl)cycloheptyl)oxy)-1-oxoisoindolin-2-yl)piperidine-2,6-dione COC1CN(C1)[C@@H]1[C@H](CCCCC1)OC=1C=C2CN(C(C2=CC1)=O)C1C(NC(CC1)=O)=O